1-dodecyl-2-ethylpyrrolium fluoride [F-].C(CCCCCCCCCCC)[NH+]1C(=CC=C1)CC